C(C)C=1C[C@H]2CC[C@@H]2C1 (1R,5S)-3-ethylbicyclo[3.2.0]hept-3-en